NC1=NC=C(C2=C1C(=NN2C(C)C)C2=CC(=C(C=C2F)NS(=O)(=O)C2=C(C=CC(=C2)OC)F)F)C2CCC(CC2)N(CCOC)CCOC N-(4-(4-amino-7-((1r,4r)-4-(bis(2-methoxyethyl)amino)cyclohexyl)-1-isopropyl-1H-pyrazolo[4,3-c]pyridin-3-yl)-2,5-difluorophenyl)-2-fluoro-5-methoxybenzenesulfonamide